FC1=C(C(=CC2=C1N=C(S2)NC(=O)C2C1CC3CC(CC2C3)C1)F)F N-(4,5,6-trifluoro-1,3-benzothiazol-2-yl)adamantane-2-carboxamide